NC1=NC=NN2C1=C(C=C2C2=C(C(=NC=C2)OC)C(=O)N[C@@H]2CN(C[C@@H]2F)C(=O)C=2C=NC=CC2Cl)CN2CCC(CC2)(F)F 4-amino-5-[(4,4-difluoropiperidin-1-yl)methyl]pyrrolo[2,1-f][1,2,4]triazin-7-yl-N-[(3R,4S)-1-(4-chloropyridine-3-carbonyl)-4-fluoropyrrolidin-3-yl]-2-methoxypyridine-3-carboxamide